C(N)(=O)CC[C@@H]([C@@H](C)OCC1=CC=C(C=C1)CCCOCCCCCOCCCC1=CC=CC=2N(C(N(C21)C)=O)C2C(NC(CC2)=O)=O)NC(OC(C)(C)C)=O tert-butyl N-[(3S,4R)-1-carbamoyl-4-[(4-[3-[(5-[3-[1-(2,6-dioxopiperidin-3-yl)-3-methyl-2-oxo-1,3-benzodiazol-4-yl]propoxy]pentyl)oxy]propyl]phenyl)meth-oxy]pentan-3-yl]carbamate